C(C)(C)(C)N1N=C(C=2C1=NC=NC2O)C(F)(F)F 1-(tert-butyl)-3-(trifluoromethyl)-1H-pyrazolo[3,4-d]pyrimidin-4-ol